C(C(=C)C)(=O)OC(C)COC(C)COC(C(=C)C)=O dipropyleneglycol dimethacrylate